1-(4-(2-benzothiazolyl)-phenyl)-3-(3-methylphenyl)-2-propen-1-one S1C(=NC2=C1C=CC=C2)C2=CC=C(C=C2)C(C=CC2=CC(=CC=C2)C)=O